CC1(C2CCC(C1)C2)C=CC(=O)[O-] 2-methylbicyclo[2.2.1]heptane-2-acrylate